6-(4-(3-Chlorophenyl)-1-methyl-1H-imidazol-5-yl)-1H-indazole ClC=1C=C(C=CC1)C=1N=CN(C1C1=CC=C2C=NNC2=C1)C